3β-ethoxycholestane C(C)O[C@@H]1CC2CC[C@H]3[C@@H]4CC[C@H]([C@@H](CCCC(C)C)C)[C@]4(CC[C@@H]3[C@]2(CC1)C)C